C(=C)[SiH2]C(OCCCCCC)OCCCCCC vinyl-bis(n-hexyloxy)methylsilane